(R)-N-(2-(4-cyanothiazolidin-3-yl)-2-oxoethyl)-6-(5,5-dimethyl-2-oxooxazolidin-3-yl)quinoline-4-carboxamide C(#N)[C@H]1N(CSC1)C(CNC(=O)C1=CC=NC2=CC=C(C=C12)N1C(OC(C1)(C)C)=O)=O